O1C(=C(C=C1)C(=O)[O-])C(=O)[O-] Furanedicarboxylate